7-Chloro-4-(dimethylamino)-1-(o-tolyl)quinazolin-2(1H)-one ClC1=CC=C2C(=NC(N(C2=C1)C1=C(C=CC=C1)C)=O)N(C)C